Cl.CN1CCNCC1 4-methyl-piperazine, monohydrochloride